2-(1-naphthyloxy)-6-(4-morpholinylamino)-9-cyclohexylpurine C1(=CC=CC2=CC=CC=C12)OC1=NC(=C2N=CN(C2=N1)C1CCCCC1)NN1CCOCC1